2-fluoro-N1-(2-(3-((2-methoxy-4-(methylsulfonyl)phenyl)amino)prop-1-yn-1-yl)-1-(2,2,2-trifluoroethyl)-1H-indol-4-yl)-N4,N4-dimethylcyclohexane-1,4-diamine FC1C(CCC(C1)N(C)C)NC1=C2C=C(N(C2=CC=C1)CC(F)(F)F)C#CCNC1=C(C=C(C=C1)S(=O)(=O)C)OC